6-amino-3-(2H3)methyluracil NC1=CC(N(C(N1)=O)C([2H])([2H])[2H])=O